((((S)-1-(2-chlorophenyl)-2-oxocyclohexyl)(methyl)carbamoyl)oxy)methyl dipropyl-L-valinate C(CC)N([C@@H](C(C)C)C(=O)OCOC(N(C)[C@]1(C(CCCC1)=O)C1=C(C=CC=C1)Cl)=O)CCC